Z,Z-farnesyl pyrophosphate O(P([O-])(=O)OP(=O)([O-])[O-])C\C=C(\C)/CC\C=C(\C)/CCC=C(C)C